2-((2S,4R)-4-((tert-butoxycarbonyl)amino)-1-(6-chloroimidazo[1,2-a]pyridine-2-carbonyl)pyrrolidin-2-yl)thiazole-4-carboxylic acid C(C)(C)(C)OC(=O)N[C@@H]1C[C@H](N(C1)C(=O)C=1N=C2N(C=C(C=C2)Cl)C1)C=1SC=C(N1)C(=O)O